C(C)C=1C(=C2C(=NC1C)CCC2)NC(=O)N=[S@](=O)(N)C2=CN=C(S2)C(C)(C)O |o1:16| (R) or (S)-N'-((3-ethyl-2-methyl-6,7-dihydro-5H-cyclopenta[b]pyridin-4-yl)carbamoyl)-2-(2-hydroxypropan-2-yl)thiazole-5-sulfonimidamide